di-N-butyl-1,3-propanediamine C(CCC)NCCCNCCCC